N1(CCNCCC1)C=1C=NC2=CC=C(C=C2C1)C=1N(N=NC1C1=NC(=CC=C1)C)C 3-(1,4-diazepan-1-yl)-6-[3-methyl-5-(6-methyl-2-pyridyl)triazol-4-yl]quinoline